1-(3-(((3-(ethyl(methyl)amino)propoxy)carbonyl)oxy)pentadecyl) 10-octyl decanedioate C(CCCCCCCCC(=O)OCCCCCCCC)(=O)OCCC(CCCCCCCCCCCC)OC(=O)OCCCN(C)CC